6-(6-amino-4-fluoropyridin-2-yl)-N2-(3,5-difluorophenyl)-N4-isopropyl-1,3,5-triazine-2,4-diamine NC1=CC(=CC(=N1)C1=NC(=NC(=N1)NC1=CC(=CC(=C1)F)F)NC(C)C)F